tetracyclobutyl-λ5-bismuthanylsulfanyl(tetracyclobutyl)-λ5-bismuthane C1(CCC1)[Bi](S[Bi](C1CCC1)(C1CCC1)(C1CCC1)C1CCC1)(C1CCC1)(C1CCC1)C1CCC1